BrC=1C=NN(C1)C1=CC=C(C=C1)CC 4-bromo-1-(4-ethylphenyl)-1H-pyrazole